NC[C@](CC(=O)O)(C)O |r| (±)-4-amino-3-hydroxy-3-methylbutanoic acid